1,4-difluoro-6-methylanthraquinone FC1=CC=C(C=2C(C3=CC(=CC=C3C(C12)=O)C)=O)F